C=C(C)C 2-Methylenepropane